methoxy-4'-(methylsulfonylamino)-[1,1'-biphenyl]-4-carboxylic acid COC1=C(C=CC(=C1)C(=O)O)C1=CC=C(C=C1)NS(=O)(=O)C